2-(4-Chlorophenyl)-1,4-dimethyl-1H-imidazole ClC1=CC=C(C=C1)C=1N(C=C(N1)C)C